[Cl-].C(C(=C)C)(=O)OCC[N+](C)(C)C {2-[methacryloyloxy]ethyl}trimethylammonium chloride